2-(4-bromo-6-(trifluoromethyl)-1H-indazol-1-yl)acetonitrile BrC1=C2C=NN(C2=CC(=C1)C(F)(F)F)CC#N